N1(CCCCC1)C1=C(C=C(C(=O)NC2=C(C=C(C=C2)C(F)(F)F)CC(=O)O)C=C1)NC(=O)C1=NN(C2=CC=CC=C12)CC(F)(F)F 2-(2-(4-(piperidin-1-yl)-3-(1-(2,2,2-trifluoroethyl)-1H-indazole-3-carboxamido)benzamido)-5-(trifluoromethyl)phenyl)acetic acid